tert-butyl allyl(2-(2-chloropyridin-4-yl)propan-2-yl)carbamate C(C=C)N(C(OC(C)(C)C)=O)C(C)(C)C1=CC(=NC=C1)Cl